1-(4-bromo-2,6-difluoro-phenyl)-cyclopropanecarbonitrile BrC1=CC(=C(C(=C1)F)C1(CC1)C#N)F